COC1=CC=C(CN2C[C@@H](N[C@@H](C2)CC(=O)OCC)CC(=O)OCC)C=C1 cis-diethyl 2,2'-(4-(4-methoxybenzyl)piperazine-2,6-diyl)diacetate